C(C)(C)C=1SC=2CN(CCC2N1)C=1C(=CC=2C(=NC=CN2)N1)C 2-isopropyl-5-(7-methylpyrido[2,3-b]pyrazin-6-yl)-4,5,6,7-tetrahydrothiazolo[5,4-c]pyridine